4,6,7-trimethyl-1-ethylquinoxalin CN1C=CN(C2=CC(=C(C=C12)C)C)CC